4-(2,6-dimethylpyridin-4-yl)-1-(5-(isopropylsulfanyl)-4-(3-methoxyphenyl)thiazol-2-yl)-3-methyl-1H-pyrazole-5-carboxylic acid CC1=NC(=CC(=C1)C=1C(=NN(C1C(=O)O)C=1SC(=C(N1)C1=CC(=CC=C1)OC)SC(C)C)C)C